2-(2,6-dioxo-3-piperidyl)-5-[3-[[4-[3-[6-[(2R)-2-(3-fluorophenyl)pyrrolidin-1-yl]imidazo[1,2-b]pyridazin-3-yl]pyrrol-1-yl]-1-piperidyl]methyl]azetidin-1-yl]isoindoline-1,3-dione O=C1NC(CCC1N1C(C2=CC=C(C=C2C1=O)N1CC(C1)CN1CCC(CC1)N1C=C(C=C1)C1=CN=C2N1N=C(C=C2)N2[C@H](CCC2)C2=CC(=CC=C2)F)=O)=O